Cl.CNC(CCCC)=O N-methylpentanamide hydrochloride